(morpholino)propanesulfonic acid sodium [Na].O1CCN(CC1)C(CC)S(=O)(=O)O